[Ca].[Mg].[Sb] antimony-magnesium-calcium